(R)-5-((1-(4-((3-fluoro-4-(trifluoromethoxy)benzyl)amino)butoxy)propan-2-yl)amino)benzo[c][2,6]naphthyridine-8-carboxylic acid FC=1C=C(CNCCCCOC[C@@H](C)NC2=NC3=C(C4=CN=CC=C24)C=CC(=C3)C(=O)O)C=CC1OC(F)(F)F